N1=CC=CC2=CC=CC(=C12)C1=NC=NC2=CC=CC=C12 4-(quinolin-8-yl)quinazoline